4-(ethylthio)-2-(6-fluoro-3,4-dihydroisoquinolin-2(1H)-yl)-6-methylpyrimidin-5-amine C(C)SC1=NC(=NC(=C1N)C)N1CC2=CC=C(C=C2CC1)F